ClC1=NC=CC2=C1C=C(S2)C(=O)NC21CC(C2)(C1)F 4-chloro-N-{3-fluorobicyclo[1.1.1]pentan-1-yl}thieno[3,2-c]pyridine-2-carboxamide